(3,5-dimethyl-1H-pyrazol-4-yl)-2-[2-methoxy-4-[(1-methyl-4-piperidinyl)oxy]anilino]-5,6-dihydropyrimido[4,5-e]indolizine-7-carboxamide CC1=NNC(=C1C1=NC(=NC=2N3C=CC(=C3CCC21)C(=O)N)NC2=C(C=C(C=C2)OC2CCN(CC2)C)OC)C